Cl.N1CCC(CC1)CC=1C=CC2=C(C(=NO2)N2C(NC(CC2)=O)=O)C1 1-(5-(piperidin-4-ylmethyl)benzo[d]isoxazol-3-yl)dihydropyrimidine-2,4(1H,3H)-dione hydrochloride